N-tert-butyl-1-(3,5-dichlorophenyl)-7-methoxy-N-methyl-8-(5-ureidopyridin-3-yl)-1,4-dihydrochromeno[4,3-c]pyrazole-3-carboxamide C(C)(C)(C)N(C(=O)C=1C2=C(N(N1)C1=CC(=CC(=C1)Cl)Cl)C=1C=C(C(=CC1OC2)OC)C=2C=NC=C(C2)NC(=O)N)C